sulfur Phosphate P(=O)([O-])([O-])[O-].[S+2].P(=O)([O-])([O-])[O-].[S+2].[S+2]